N-(6-(7-bromo-6-fluoro-5-methyl-1H-indazol-4-yl)imidazo[1,2-a]pyridin-2-yl)-2-fluorocyclopropane-1-carboxamide BrC=1C(=C(C(=C2C=NNC12)C=1C=CC=2N(C1)C=C(N2)NC(=O)C2C(C2)F)C)F